CC1=NNC(=C1C1=CC=C(NC([C@H]([C@@H]2CCCC3=CC=C(C=C23)C=2C=NN(C2)C2CCOCC2)NC(=O)C2(CC2)F)=O)C=C1)C N-[(1S)-2-[4-(3,5-dimethyl-1H-pyrazol-4-yl)anilino]-2-oxo-1-[(1R)-7-(1-tetrahydropyran-4-ylpyrazol-4-yl)tetralin-1-yl]ethyl]-1-fluoro-cyclopropanecarboxamide